C1=CC(=C(C(=C1C(=O)O)C(=O)O)C(=O)O)C(=O)O benzenetetracarboxylic ACID